tert-butyl (R)-3-((5-(5-methyl-1,2,4-oxadiazol-3-yl)-1H-pyrrolo[2,3-b]pyridin-4-yl) amino)piperidine-1-carboxylate CC1=NC(=NO1)C=1C(=C2C(=NC1)NC=C2)N[C@H]2CN(CCC2)C(=O)OC(C)(C)C